ClC=1C(=NC(=NC1)N1C=NC=C1)C(=O)NC1=CC=C(C=C1)F 5-chloro-N-(4-fluorophenyl)-2-(1H-imidazol-1-yl)pyrimidine-4-carboxamide